C(C)(C)C1=C(C=CC=C1)C1N(CCN(C1)CCC1=CC=CC=C1)C1CC2(C1)CCNCC2 2-(2-(2-isopropylphenyl)-4-phenethylpiperazin-1-yl)-7-azaspiro[3.5]nonane